CC1(C2CC(C1(CC2)CS(=O)(=O)NCC#C)=O)C 1-(7,7-Dimethyl-2-oxo-norbornan-1-yl)-N-prop-2-ynyl-methanesulfonamide